[(2R)-1-(3a-benzyl-2,7,7-trimethyl-3-oxo-4H,6H-pyrazolo[4,3-c]pyridin-5-yl-3-(benzyloxy)-1-oxopropan-2-yl)carbamoyl-1-methylethyl]carbamate C(C1=CC=CC=C1)C12CN(CC(C1=NN(C2=O)C)(C)C)C([C@H](C=O)NC(=O)C(C)(C)NC([O-])=O)OCC2=CC=CC=C2